tert-butyl 7-(((trifluoromethyl) sulfonyl) oxy)-2-azaspiro[3.5]non-6-ene-2-carboxylate FC(S(=O)(=O)OC1=CCC2(CN(C2)C(=O)OC(C)(C)C)CC1)(F)F